tert-butyl (3-bromoimidazo[1,2-a]pyridin-6-yl)(methyl)carbamate BrC1=CN=C2N1C=C(C=C2)N(C(OC(C)(C)C)=O)C